C(C(C)C)(=O)O[C@H]1CN(C[C@@H]1NC(=O)OCC1=CC=CC=C1)C (3S,4S)-4-(((benzyloxy)carbonyl)amino)-1-methylpyrrolidin-3-yl isobutyrate